tert-butyl (1-((3-((4-(2-(2,6-Dioxopiperidin-3-yl)-6-fluoro-1,3-dioxoisoindolin-5-yl)piperazin-1-yl)methyl)phenyl)sulfonyl)piperidin-4-yl)carbamate O=C1NC(CCC1N1C(C2=CC(=C(C=C2C1=O)N1CCN(CC1)CC=1C=C(C=CC1)S(=O)(=O)N1CCC(CC1)NC(OC(C)(C)C)=O)F)=O)=O